LITHIUM-VANADIUM [V].[Li]